tert-butyl 3-(2-ethoxy-2-oxoethylidene)-8-azabicyclo[3.2.1]octane-8-carboxylate C(C)OC(C=C1CC2CCC(C1)N2C(=O)OC(C)(C)C)=O